C(C)(C)(C)OC(=O)NCCN N-(t-butoxycarbonyl)-1,2-diaminoethane